N-(4-(3-amino-1-methyl-6-((7S,8aR)-3-oxooctahydroindolizin-7-yl)-1H-indazol-4-yl)phenyl)-4-ethoxy-1-(4-fluorophenyl)-2-oxo-1,2-dihydropyridine-3-carboxamide NC1=NN(C2=CC(=CC(=C12)C1=CC=C(C=C1)NC(=O)C=1C(N(C=CC1OCC)C1=CC=C(C=C1)F)=O)[C@H]1CCN2C(CC[C@@H]2C1)=O)C